(R)-2-hydroxy-1-(4-methylpiperazin-1-yl)-2-phenylethan-1-one O[C@@H](C(=O)N1CCN(CC1)C)C1=CC=CC=C1